NC1=NC2=CC=C(C=C2C=C1C)C(=O)N(CC1=NC=C(C=C1)C(F)(F)F)[C@@H]1C2=CN(N=C2CCC1)C 2-amino-3-methyl-N-((4S)-2-methyl-4,5,6,7-tetrahydro-2H-indazol-4-yl)-N-((5-(trifluoromethyl)-2-pyridinyl)methyl)-6-quinolinecarboxamide